C(C=CC1=CC=CC=C1)C1=C(C(N(C1C1=CC=C(C=C1)[N+](=O)[O-])C1=CC=C(C=C1)C)=O)O 4-cinnamyl-3-hydroxy-5-(4-nitrophenyl)-1-(4-methylphenyl)-1H-pyrrol-2(5H)-one